COCCN 2-meth-oxyethan-1-amine